ClC=1C=C(OCC2=NC=C(C=C2F)C(F)(F)F)C=CC1C=1N=C(NC1Cl)C=1C=NC(=CC1)F 2-[[3-Chloro-4-(5-chloro-2-(6-fluoropyridin-3-yl)-1H-imidazol-4-yl)phenoxy]methyl]-3-fluoro-5-(trifluoromethyl)pyridine